CC(CCCC)CCCCCCCCCC(CCCCCCCCCCCCCC)C 5,15-Dimethylnonacosane